3-(5-(1-isobutyl-piperidin-4-yl)-1-oxoisoindolin-2-yl)piperidine-2,6-dione C(C(C)C)N1CCC(CC1)C=1C=C2CN(C(C2=CC1)=O)C1C(NC(CC1)=O)=O